bromine (1-methylethyl)magnesium CC(C)[Mg].[Br]